ClC1=C(C(=CC=C1)Cl)NC(=O)NCC1=CC2=C(C(N(C2)C2C(NC(CC2)=O)=O)=O)S1 1-(2,6-dichlorophenyl)-3-((5-(2,6-dioxopiperidin-3-yl)-6-oxo-5,6-dihydro-4H-thieno[2,3-c]pyrrol-2-yl)methyl)urea